5-chloro-3-methoxy-1-(tetrahydro-2H-pyran-2-yl)-1H-pyrazolo[4,3-b]pyridine ClC1=CC=C2C(=N1)C(=NN2C2OCCCC2)OC